(2-bromoethyl)-2-trifluoromethyl-benzamide tert-butyl-7-amino-4-methyl-3,4-dihydrospiro[benzo[b][1,4]oxazine-2,4'-piperidine]-1'-carboxylate C(C)(C)(C)OC(=O)N1CCC2(CC1)CN(C1=C(O2)C=C(C=C1)N)C.BrCCC=1C(=C(C(=O)N)C=CC1)C(F)(F)F